FC1=CC=C(C=C1)[C@@H](C)NC=1N=NC(=CN1)C=1C=NC=C(C=O)C1 (R)-5-(3-((1-(4-fluorophenyl)ethyl)amino)-1,2,4-triazin-6-yl)nicotinaldehyde